diisopropoxy-1,1'-biphenyl C(C)(C)OC1=CC=C(C=C1)C1=CC=C(C=C1)OC(C)C